2-chloro-5-(5-chloro-1-methyl-1H-pyrazol-4-yl)-N-(2,4-dimethoxybenzyl)pyrimidine-4-amine ClC1=NC=C(C(=N1)NCC1=C(C=C(C=C1)OC)OC)C=1C=NN(C1Cl)C